3-(((tert-butyldiphenylsilyl)oxy)methyl)-1-methyl-1H-1,2,4-triazole-5-carbaldehyde [Si](C1=CC=CC=C1)(C1=CC=CC=C1)(C(C)(C)C)OCC1=NN(C(=N1)C=O)C